CC1=NC=C(C(=C1)C1=CC=2N(C=C1)N=C(C2)NC2=NC=CC=C2)OC2CN(C2)C 5-[2-methyl-5-(1-methylazetidin-3-yl)oxy-4-pyridyl]-N-(2-pyridyl)pyrazolo[1,5-a]pyridin-2-amine